C(C)C=1C(=CC=C2C=C(C=C(C12)C1=C(C=2N=C(N=C(C2C=N1)N1CC2(C(NC(N2)=O)=O)CCC1)OCC1(CC1)CN1CCOCC1)F)O)F 7-(7-(8-Ethyl-7-fluoro-3-hydroxynaphthalen-1-yl)-8-fluoro-2-((1-(morpholinomethyl)cyclopropyl)methoxy)pyrido[4,3-d]pyrimidin-4-yl)-1,3,7-triazaspiro[4.5]decane-2,4-dione